1,6-diaminooxohexane NC(CCCCCN)=O